BrC1=C(C=CC(=C1)[N+](=O)[O-])N1CCC(CC1)N1CCN(CC1)C 1-(1-(2-bromo-4-nitrophenyl)piperidin-4-yl)-4-methylpiperazine